C(C)(=O)NC1CC(C1)N1C2=NC=NC(=C2N=C1)NCC1CCN(CC1)C(=O)OC(C)(C)C tert-butyl 4-(((9-((1s,3s)-3-acetamidocyclobutyl)-9H-purin-6-yl)amino)methyl)piperidine-1-carboxylate